C1(CC1)[C@](CC(=O)N[C@@H](COC(F)F)C1=CC(=CC=C1)OC(F)(F)F)(C)O (R)-3-cyclopropyl-N-((R)-2-(difluoromethoxy)-1-(3-(trifluoromethoxy)phenyl)ethyl)-3-hydroxybutyramide